Cl.CN(C1(CCOCC1)CNC(=O)C=1SC(=CC1)C1=CC(=C(C=C1)O)OC)C N-((4-(dimethylamino)tetrahydro-2H-pyran-4-yl)methyl)-5-(4-hydroxy-3-methoxyphenyl)thiophene-2-carboxamide hydrochloride